7-bromo-N-(4-chlorobenzyl)-1-oxo-1,2,3,4-tetrahydropyrrolo[1,2-a]pyrazine-6-carboxamide BrC=1C=C2N(CCNC2=O)C1C(=O)NCC1=CC=C(C=C1)Cl